6-(benzyloxy)-5-chloro-10-(3-chlorophenyl)pyrazolo[5,1-a]isoquinoline-1-carboxylate C(C1=CC=CC=C1)OC1=C(N2C(C3=C(C=CC=C13)C1=CC(=CC=C1)Cl)=C(C=N2)C(=O)[O-])Cl